C(C)N(C1=C(C=C(C=C1)CO)OCC)CC (4-(diethylamino)-3-ethoxyphenyl)methanol